3,9-dipropyl-2,4,8,10-tetraoxaspiro[5.5]undecane C(CC)C1OCC2(CO1)COC(OC2)CCC